tert-butyldimethylsilyltrifluoro-methanesulfonate [Si](C)(C)(C(C)(C)C)OS(=O)(=O)C(F)(F)F